O=C1N(CCC(N1)=O)C1=CN=C2N1C=CC(=C2)C2CCN(CC2)CC2CCC(CC2)N2N=C1C=C(C(=CC1=C2)NC(=O)C2=NC(=CC=C2)C(F)(F)F)OC N-[2-[4-[[4-[3-(2,4-dioxohexahydropyrimidin-1-yl)imidazo[1,2-a]pyridin-7-yl]-1-piperidinyl]methyl]cyclohexyl]-6-methoxy-indazol-5-yl]-6-(trifluoromethyl)pyridine-2-carboxamide